4-(2-((3,5-Difluoro-2-methoxy-4-(4-methylpiperazin-1-yl)phenyl)amino)-7H-pyrrolo[2,3-d]pyrimidin-7-yl)-N-isopropylbenzenesulfonamide FC=1C(=C(C=C(C1N1CCN(CC1)C)F)NC=1N=CC2=C(N1)N(C=C2)C2=CC=C(C=C2)S(=O)(=O)NC(C)C)OC